1,2-di-tert-butyl 3-ethyl (3S,4S)-4-methoxytetrahydropyridazine-1,2,3-tricarboxylate CO[C@@H]1[C@H](N(N(CC1)C(=O)OC(C)(C)C)C(=O)OC(C)(C)C)C(=O)OCC